C(C)C1=CC=C2C=NNC2=C1NC(=O)N=[S@](=O)(N)C1=CN=C(S1)C(C)(C)O (R)-N'-((6-ethyl-1H-indazol-7-yl)carbamoyl)-2-(2-hydroxy-propan-2-yl)thiazole-5-sulfonimidamide